CC=1C=C(C=C(C1)C)N1CCC2=CC=C(C=C12)N 1-(3,5-dimethylphenyl)indolin-6-amine